(3-((4-cyano-3-fluorophenoxy)methyl)azetidin-3-yl)carbamic acid benzyl ester trifluoroacetate FC(C(=O)O)(F)F.C(C1=CC=CC=C1)OC(NC1(CNC1)COC1=CC(=C(C=C1)C#N)F)=O